2,6,6-trimethyl-8,11-dioxadispiro[3.2.47.24]tridecan-2-ol CC1(CC2(C1)CC(C1(OCCO1)CC2)(C)C)O